N[C@@H](CCCNC(N)=N)C(=O)O.OC1=C(N=C(C2=CC(=CC=C12)OC1=CC=CC=C1)C)C(=O)NCC(=O)O [(4-hydroxy-1-methyl-7-phenoxy-isoquinoline-3-carbonyl)-amino]-acetic acid L-arginine salt